(piperidin-1-ylmethyl)-1H-indazol N1(CCCCC1)CN1N=CC2=CC=CC=C12